ethyl 2-(4-((3-((tert-butoxycarbonyl)amino)propyl)amino)phenyl)-2-phenylacetate C(C)(C)(C)OC(=O)NCCCNC1=CC=C(C=C1)C(C(=O)OCC)C1=CC=CC=C1